FC=1C(=CC(=NC1)OC)[C@H](C(=O)N1CC2(NC3=NC(=C(C=C3CC2)C2=NC=CC=N2)C(F)(F)F)CC1)C (2R)-2-(5-fluoro-2-methoxypyridin-4-yl)-1-(6'-(pyrimidin-2-yl)-7'-(trifluoromethyl)-3',4'-dihydro-1'H-spiro[pyrrolidine-3,2'-[1,8]naphthyridine]-1-yl)propan-1-one